CC(C)(OCCNC(C=C)=O)C N-[2-(1,1-dimethylethoxy)ethyl]-acrylamide